C(C)(=O)SCC=1OC2=C(N1)C=C(C=C2)Cl S-((5-chlorobenzo[d]oxazol-2-yl) methyl) thioacetate